N[C@@H]1[C@@H](C[C@H](CC1)C(=O)N(C)C)N=[N+]=[N-] (1S,3R,4S)-4-amino-3-azido-N,N-dimethylcyclohexane-1-carboxamide